[N+](=O)([O-])C(CCC(=O)O)CCCCCCCCCCCCCC(=O)O 4-nitro-octadecanedioic acid